6-((diphenylmethylene)amino)-4-((2-methoxyphenyl)amino)-N-methyl-N-phenylpyridinamide C1(=CC=CC=C1)C(C1=CC=CC=C1)=NC1=CC(=CC(=N1)C(=O)N(C1=CC=CC=C1)C)NC1=C(C=CC=C1)OC